BrC1=CC(=NC=C1OC)OC1COC1 4-bromo-5-methoxy-2-(oxetan-3-yloxy)pyridine